C(C=C)OC(C1=CC=C(C=C1)F)=O 4-fluorobenzoic acid allyl ester